NC=1C=C(C=CC1)S(=O)(=O)C1=CC(=CC=C1)N 3-aminophenyl Sulfone